BrC=1C=CC2=C3C1C=CC(=C3C(C=3C=CC=CC23)=O)Br 3,6-dibromo-7H-benzo(de)anthracen-7-one